(4S,4aS,7aR)-6-(5-(4-fluoro-2-methoxyphenyl)imidazo[2,1-b][1,3,4]thiadiazol-2-yl)octahydropyrano[2,3-c]pyrrol-4-amine FC1=CC(=C(C=C1)C1=CN=C2SC(=NN21)N2C[C@H]1[C@@H](C2)[C@H](CCO1)N)OC